3-amino-2-methyl-2-(3-(trifluoromethyl)phenyl)propanenitrile NCC(C#N)(C1=CC(=CC=C1)C(F)(F)F)C